2-nitro-1-(4-(7-((2-(trimethylsilyl)ethoxy)methyl)-7H-pyrrolo[2,3-d]pyrimidin-4-yl)-3,4-dihydro-2H-1,4-thiazin-6-yl)ethan-1-one [N+](=O)([O-])CC(=O)C1=CN(CCS1)C=1C2=C(N=CN1)N(C=C2)COCC[Si](C)(C)C